water potassium phosphate P(=O)([O-])([O-])[O-].[K+].O.[K+].[K+]